C(#N)[C@@H](C[C@H]1C(NCC1)=O)NC(=O)[C@@H]1N([C@@H]2CC([C@H]1CC2)(F)F)C([C@H](CC2CC2)NC=2C=NC=C(C2)C)=O (1S,3R,4S)-N-((R)-1-cyano-2-((S)-2-oxopyrrolidin-3-yl)ethyl)-2-((S)-3-cyclopropyl-2-((5-methylpyridin-3-yl)amino)propanoyl)-5,5-difluoro-2-azabicyclo[2.2.2]octane-3-carboxamide